C1=CC=CC=2C3=CC=CC=C3C(C12)COC(=O)NC=1SC=C(C1C(=O)OC)Cl methyl 2-((((9H-fluoren-9-yl) methoxy) carbonyl) amino)-4-chlorothiophene-3-carboxylate